[Si](C)(C)(C(C)(C)C)OCC1(CC1)CO 1-((((tert-butyldimethylsilyl)oxy)methyl)cyclopropyl)methanol